dodecamethylenebistrimellitic amide C(C=1C(C(=O)O)=C(C(C(=O)O)=CC1)CCCCCCCCCCCCC1=C(C(C(=O)N)=CC=C1C(=O)O)C(=O)O)(=O)N